12-(2-((3R,5R,7R)-adamantan-1-yl)acetamido)dodecanoic acid C12(CC3CC(CC(C1)C3)C2)CC(=O)NCCCCCCCCCCCC(=O)O